5-[1-hydroxy-2-(4-methylthiophenylamino)ethyl]-1,3,4-oxadiazol-2(3H)-one OC(CNC1=CC=C(C=C1)SC)C1=NNC(O1)=O